N5-[3-Chloro-2-(4,4-dimethyl-1-piperidinyl)phenyl]-N2,N2-dimethylthiazole-2,5-disulfonamide ClC=1C(=C(C=CC1)NS(=O)(=O)C1=CN=C(S1)S(=O)(=O)N(C)C)N1CCC(CC1)(C)C